CNC(C(C)SC=1OC(=C(N1)C)C1=CC=CC=C1)=O N-methyl-2-(4-methyl-5-phenyloxazol-2-yl)sulfanylpropanamide